ClC=1C2=C(N=CN1)C=CC(=N2)N2CC=1N(CC2)C(=NN1)C=C 4-chloro-6-(3-vinyl-5,6-dihydro-[1,2,4]triazolo[4,3-a]pyrazin-7(8H)-yl)pyrido[3,2-d]pyrimidine